ClC=1C=CC(=C2C=CN(C(C12)=O)C)N(C1CC2(CN(C2)C(=O)OC(C)(C)C)C1)C tert-butyl 6-((8-chloro-2-methyl-1-oxo-1,2-dihydroisoquinolin-5-yl) (methyl) amino)-2-azaspiro[3.3]heptane-2-carboxylate